4-(cycloheptylamino)-2-(3-(2-methylpiperidin-1-yl)propylamino)-pyrimidine-5-carbonitrile C1(CCCCCC1)NC1=NC(=NC=C1C#N)NCCCN1C(CCCC1)C